oxazol-5-ylmethyl-urea O1C=NC=C1CNC(=O)N